CC=1CC[C@H]([C@@H](C1)C=1C(=CC(=CC1O)CCC)O)C(=C([2H])[2H])C([2H])([2H])[2H] (1'R,2'R)-5'-methyl-2'-(prop-1-en-2-yl-d5)-4-propyl-1',2',3',4'-tetrahydro-[1,1'-biphenyl]-2,6-diol